C(C)OC(=O)N1[C@@H](CN([C@H](C1)C)C=1C2=C(N=CN1)N(C=C2C2=C(C=CC=C2)F)C2=NC=CC=C2)C (2R,5S)-4-(5-(2-fluorophenyl)-7-(pyridin-2-yl)-7H-pyrrolo[2,3-d]pyrimidin-4-yl)-2,5-dimethylpiperazine-1-carboxylic acid ethyl ester